6-(piperidin-4-yloxy)-3,4-dihydronaphthalen-1(2H)-one N1CCC(CC1)OC=1C=C2CCCC(C2=CC1)=O